C(C)(C)C1=NN=C2N1C[C@@H](CC2)N2N=C1N=C(C=CC1=C2)C2=C(C=C(C=C2C)C(F)(F)F)O (R)-2-(2-(3-isopropyl-5,6,7,8-tetrahydro-[1,2,4]triazolo[4,3-a]pyridin-6-yl)-2H-pyrazolo[3,4-b]pyridin-6-yl)-3-methyl-5-(trifluoromethyl)phenol